nonyl 8-((8-(heptadecan-9-yloxy)-8-oxooctyl)(4-hydroxybutyl)amino)-2-methyloctanoate CCCCCCCCC(CCCCCCCC)OC(CCCCCCCN(CCCCCCC(C(=O)OCCCCCCCCC)C)CCCCO)=O